CN1N=CC(=C1)N1C(NC=C(C1=O)C(=O)N)=O 3-(1-methyl-1H-pyrazol-4-yl)-2,4-dioxo-1,2,3,4-tetrahydropyrimidine-5-carboxamide